8-bromo-1,1,1,2,2,3,3,4,4,5,5,6,6-tridecafluoro-octane BrCCC(C(C(C(C(C(F)(F)F)(F)F)(F)F)(F)F)(F)F)(F)F